NC1=C2C=CC=NC2=C(N=C1C(=O)C=1C2=CN(N=C2C(=CC1)F)C1OCCCC1)C (5-amino-8-methyl-1,7-naphthyridin-6-yl)-[7-fluoro-2-(oxan-2-yl)indazol-4-yl]methanone